CNC(NC1=CC=C(C=N1)N1CCN(CC1)C(=O)OC(C)(C)C)=O tert-butyl 4-(6-(3-methylureido)pyridin-3-yl)piperazine-1-carboxylate